8-Bromo-2-chloro-3-(2,2-dimethyltetrahydro-2H-pyran-4-yl)-6-methylquinazolin-4(3H)-one BrC=1C=C(C=C2C(N(C(=NC12)Cl)C1CC(OCC1)(C)C)=O)C